FC1=CC(=CC=2N(C(=NC21)C)C2CCN(CC2)C)C2=CNC1=NC=C(C=C12)C=1C=NN(C1)C 4-fluoro-2-methyl-6-(5-(1-methyl-1H-pyrazol-4-yl)-1H-pyrrolo[2,3-b]pyridin-3-yl)-1-(1-methylpiperidin-4-yl)-1H-benzo[d]imidazole